CC1(CC(C1)C1=C(C=C(N=N1)NC(OC(C)(C)C)=O)OC)C tert-butyl N-[6-(3,3-dimethylcyclobutyl)-5-methoxy-pyridazin-3-yl]carbamate